Dibenzyl-(2,4,6-trimethylbenzoyl)phosphine oxide C(C1=CC=CC=C1)P(C(C1=C(C=C(C=C1C)C)C)=O)(CC1=CC=CC=C1)=O